1-beta-hydroxyethylamino-3,4-methylenedioxybenzene OCCNC1=CC2=C(C=C1)OCO2